Sodium 4-phenyl-3-(quinolin-2-yl)-5-thioxo-4,5-dihydro-1,2,4-triazol-1-ide C1(=CC=CC=C1)N1C(=N[N-]C1=S)C1=NC2=CC=CC=C2C=C1.[Na+]